NCCCNCCC[Si](OC(C)C)(OC(C)C)OC(C)C 3-(3-aminopropyl)aminopropyltriisopropoxysilane